N1=CC(=CC=C1)NC(CCCC1=CC=C(C=C1)C=1C=NC2=CC=CC=C2C1)=O N-(pyridin-3-yl)-4-(4-(quinolin-3-yl)phenyl)butanamide